2-[4-[4-[(E)-2-(3-fluorophenyl)ethenyl]benzoyl]piperazin-1-yl]-3H-quinazolin-4-one FC=1C=C(C=CC1)/C=C/C1=CC=C(C(=O)N2CCN(CC2)C2=NC3=CC=CC=C3C(N2)=O)C=C1